1-(6-amino-2,4-difluoro-3-vinylphenyl)ethan-1-one NC1=CC(=C(C(=C1C(C)=O)F)C=C)F